C1(=CC=CC=C1)C(C)S(=O)(=O)O (+)-phenylethanesulfonic acid